C(C)OC=1C=CC(=NC1)C=1N(C(=NN1)C1CC(C1)NC(=O)C1=NC2=CC=CN=C2C=C1)C=1C=NC=CC1 N-((1r,3r)-3-(5-(5-ethoxypyridin-2-yl)-4-(pyridin-3-yl)-4H-1,2,4-triazol-3-yl)cyclobutyl)-1,5-naphthyridine-2-carboxamide